tetrazetan N1NNN1